[Si](C)(C)(C(C)(C)C)OCCN1N=C2C=CC(=CC2=C1)C=O 2-(2-((tert-butyldimethylsilyl)oxy)ethyl)-2H-indazole-5-carbaldehyde